N-{(1e)-3-[1-(2-nitrophenyl)-1H-pyrrol-2-yl]-allylidene}-aminoguanidine [N+](=O)([O-])C1=C(C=CC=C1)N1C(=CC=C1)C=C\C=N\C(=NN)N